1-(3-chlorophenyl)-3-(2-fluoro-4-hydroxyphenyl)urea ClC=1C=C(C=CC1)NC(=O)NC1=C(C=C(C=C1)O)F